P(=O)([O-])([O-])[O-].[K+].[K+].[K+] potassium mono-phosphate